C(#N)C(CCC(=O)O)(C)SSC1=CC=CC=C1 4-cyano-4-(phenylsulfanylthio)pentanoic acid